N-[(E)-(4-bromo-2-chloro-3-ethoxyphenyl)methylene]-2-methylpropane-2-sulfinamide BrC1=C(C(=C(C=C1)\C=N\S(=O)C(C)(C)C)Cl)OCC